OC1=CC=C(C2=C1C1=NC=CC=C1O2)C2=NC1=C3N=C(C=CC3=CC=C1C=C2)P(C2=CC=CC=C2)C2=CC=CC=C2 9-hydroxy-6-(9-diphenylphosphino-1,10-phenanthrolin-2-yl)benzofuro[3,2-b]pyridine